CNC(C1=C(C=CC=C1)C1=CC=C2C(=NN(C2=C1)C1OCCCC1)\C=C\C1=NC=C(C=C1)OCCC1CCN(CC1)C)=S N-methyl-2-[3-[(E)-2-[5-[2-(1-methyl-4-piperidyl)ethoxy]-2-pyridyl]vinyl]-1-tetrahydropyran-2-yl-indazol-6-yl]thiobenzamide